2,5-DIISOCYANOVALERIC ACID METHYL ESTER COC(C(CCC[N+]#[C-])[N+]#[C-])=O